ClC=1C(=NC(=NC1)N[C@H]1[C@H](COCC1)O)C=1C=C2C(=C(C=NC2=C(C1)F)C1(CCOCC1)O)C(C)C (3R,4R)-4-((5-chloro-4-(8-fluoro-3-(4-hydroxytetrahydro-2H-pyran-4-yl)-4-isopropylquinolin-6-yl)pyrimidin-2-yl)amino)tetrahydro-2H-pyran-3-ol